O=N[C@@H](C(C)C)C(=O)O oxovaline